N12CCN(C(CC1)C2)C2=CC(=C(C=C2)NC2=NC=C(C(=N2)NCCCNC(=O)C2CCC2)C(F)(F)F)Br N-(3-((2-((4-(1,4-diazabicyclo[3.2.1]octan-4-yl)-2-bromophenyl)amino)-5-(trifluoromethyl)pyrimidin-4-yl)amino)propyl)cyclobutanecarboxamide